tert-butyl 6-((3-(tert-butyl)isoxazol-5-yl)carbamoyl)indoline-1-carboxylate C(C)(C)(C)C1=NOC(=C1)NC(=O)C1=CC=C2CCN(C2=C1)C(=O)OC(C)(C)C